C1(CC1)N(C=1C2=C(N=CN1)N(C=C2)C[C@@H]2[C@H](CN(CC2)CC(=O)N)O)CC2=CC=C(C=C2)C(F)(F)F |o1:14,15| rel-2-((3R,4R)-4-((4-(cyclopropyl(4-(trifluoromethyl)benzyl)amino)-7H-pyrrolo[2,3-d]pyrimidin-7-yl)methyl)-3-hydroxypiperidin-1-yl)acetamide